2-(2-propoxyethoxy)-1-aminoethane C(CC)OCCOCCN